C(CCC(=O)O)(=O)N succinic acid, amide